[Cl-].CO[Si](OC)(OC)CC[N+](CCC1=CC=CC=C1)(C)C N-(trimethoxysilylethyl)benzyl-N,N,N-trimethylammonium chloride